tert-butyl 6-[[5-iodo-7-(p-toluenesulfonyl) pyrrolo[2,3-d]pyrimidin-2-yl] methyl]-2-azaspiro[3.3]heptane-2-carboxylate IC1=CN(C=2N=C(N=CC21)CC2CC1(CN(C1)C(=O)OC(C)(C)C)C2)S(=O)(=O)C2=CC=C(C)C=C2